C(C)OCCOC=1C=C(C=CC1)CC(=O)O 2-(3-(2-ethoxyethoxy)phenyl)acetic acid